sodium 2-{[4-(3-methoxypropoxy)-3-methylpyridin-2-yl]methanesulfinyl}-1H-benzimidazole COCCCOC1=C(C(=NC=C1)CS(=O)C1=NC2=C(N1)C=CC=C2)C.[Na]